FC=1C(=CC(=C(C#N)C1)O[C@@H](C)CC(C)C)N1N=C(N(C1=O)C)C(C)C 5-fluoro-4-[4-methyl-5-oxo-3-(propan-2-yl)-4,5-dihydro-1H-1,2,4-triazol-1-yl]-2-{[(2S)-4-methylpent-2-yl]oxy}benzonitrile